8-chloro-5,6-dihydro-11H-benzo[5,6]cyclohepta-[1,2-b]pyridin-11-one ClC=1C=CC2=C(CCC=3C(=NC=CC3)C2=O)C1